FC1(CC(C1)NNC(NC=1SC=C(C1C(=O)OCC)C)=O)F ethyl 2-(3-(3,3-difluorocyclobutylamino) ureido)-4-methyl-thiophene-3-carboxylate